CN1CC(C1)(C)[C@@](C=1C=C(C=NC1)C#C[C@@H](C)O)(C1=CC=C(C=C1)C(C)C)O (R)-4-{5-[(R)-(1,3-dimethyl-azetidin-3-yl)-hydroxy-(4-isopropyl-phenyl)-methyl]-pyridin-3-yl}-but-3-yn-2-ol